trans-5-[4-[5-(Methoxymethyl)-4-(4-methylphenyl)-1,2,4-triazol-3-yl]cyclohexyl]oxy-2-methylpyridin COCC=1N(C(=NN1)[C@@H]1CC[C@H](CC1)OC=1C=CC(=NC1)C)C1=CC=C(C=C1)C